FC(C=1OC(=NN1)C1=CC(=C(C=C1)CN1N=C(N=N1)C1(CC1)C1=NC=CN=C1)F)F 2-(difluoromethyl)-5-[3-fluoro-4-[[5-(1-pyrazin-2-ylcyclopropyl)tetrazol-2-yl]methyl]phenyl]-1,3,4-oxadiazole